17,17-Dimethyl-N,N,5-triphenyl-5H,17H-9-oxa-5-aza-18b-borabenzo[de]naphtho[3,2,1-op]pentacen-13-amine CC1(C2=CC=3B4C5=C(C=CC=C5OC3C=C2C2=C3C(C=CC=C13)=C(C=C2)N(C2=CC=CC=C2)C2=CC=CC=C2)N(C=2C=CC=CC24)C2=CC=CC=C2)C